(2s,4s)-4-hydroxy-N-methyl-1-(6-methyl-4-(trifluoromethyl)pyridin-2-yl)-N-(m-tolyl)pyrrolidine-2-carboxamide O[C@H]1C[C@H](N(C1)C1=NC(=CC(=C1)C(F)(F)F)C)C(=O)N(C=1C=C(C=CC1)C)C